(R)-3-(3-chloro-4-fluorophenyl)-1-(9-fluoro-6-oxo-1,4,5,6-tetrahydro-2H-pyrano[3,4-c]isoquinolin-1-yl)-1-methylurea ClC=1C=C(C=CC1F)NC(N(C)[C@H]1COCC=2NC(C=3C=CC(=CC3C21)F)=O)=O